ClC1=CC=C(C=N1)CN1C=CC=C2C1=NC(N(C2=O)CCOCC)=O 8-((6-chloropyridin-3-yl)methyl)-3-(2-ethoxyethyl)pyrido[2,3-d]pyrimidine-2,4(3H,8H)-dione